C1(CC1)C1=CC2=C(NC1=O)CC(OC2)CN2CCC(CC2)C=2C=CC(=NC2F)C(=O)NC 5-(1-((3-cyclopropyl-2-oxo-1,5,7,8-tetrahydro-2H-pyrano[4,3-b]pyridin-7-yl)methyl)piperidin-4-yl)-6-fluoro-N-methylpicolinamide